BrC1=C2CCC(C2=CC=C1)OC1=C(C=C(C(=N1)OC)CO)C(F)(F)F (6-((4-bromo-2,3-dihydro-1H-inden-1-yl)oxy)-2-methoxy-5-(trifluoromethyl)pyridin-3-yl)methanol